C(C)(=O)OC[C@H](OC(C)=O)[C@@H](OC)[C@@H](OC(C)=O)[C@H](OC(C)=O)COC 1,2,4,5-tetra-O-acetyl-3,6-di-O-methyl-galactitol